Bis(3-chloropropyl)dichlorsilan ClCCC[Si](Cl)(Cl)CCCCl